tetramethylpropane-1,3-diamine CC(CC(N)(C)C)(N)C